C[C@H]1[C@@H]([C@H]([C@H]([C@@H](O1)OC[C@@H]2[C@H]([C@@H]([C@H]([C@@H](O2)OC3=CC4=C(C=C3)C(=O)C(=CO4)C5=CC=C(C=C5)OC)O)O)O)O)O)O The molecule is a 4'-methoxyisoflavone that is the 7-O-rutinosyl derivative of formononetin. It has a role as a plant metabolite. It is a rutinoside, a disaccharide derivative and a member of 4'-methoxyisoflavones. It derives from a formononetin.